ClC=1C=C(C=CC1)N1C(\C(\CC1=O)=C\C1=C(OCC2=CC=C(C(=O)OCCCCC)C=C2)C=CC=C1)=O pentyl (E)-4-((2-((1-(3-chlorophenyl)-2,5-dioxopyrrolidin-3-ylidene)methyl)phenoxy)methyl)benzoate